C(C=C)(=O)N1CC(C1)NC(=O)C1=CC=C2C(=CC=NC2=C1)C1=CC(=CC2=CC=CC=C12)O N-(1-acryloylazetidin-3-yl)-4-(3-hydroxynaphthalen-1-yl)quinoline-7-carboxamide